C(C)(C)(C)OOC1(CC(CC(C1)C)(C)C)OOC(C)(C)C 1,1-Di(tert.-butylperoxy)-3,3,5-trimethylcyclohexan